7-bromo-1H-indazole-5-carboxamide BrC=1C=C(C=C2C=NNC12)C(=O)N